C1=CC=C(C=2SC3=C(C21)C=CC=C3)C=3C=C(C=CC3)C3=CC=C(C=C3)B(O)O 3'-(dibenzothiophen-4-yl)-4,1'-biphenylboronic acid